BrC=1C=C(C(=O)OC)C=CC1OCOCC[Si](C)(C)C methyl 3-bromo-4-((2-(trimethylsilyl)ethoxy)methoxy)benzoate